2-(5-bromo-4-methylpyridin-2-yl)acetonitrile BrC=1C(=CC(=NC1)CC#N)C